4-(4-bromophenyl)-1-methyl-1,2,3,6-tetrahydropyridine BrC1=CC=C(C=C1)C=1CCN(CC1)C